N-ethyl-morpholine-N-oxide C(C)[N+]1(CCOCC1)[O-]